N1(CCCC1)C1=NC(=NC2=CC=CC=C12)NCCNC(OC(C)(C)C)=O tert-butyl (2-((4-(pyrrolidin-1-yl) quinazolin-2-yl)amino)ethyl)carbamate